(5-bromo-7-nitro-2,2-dioxido-1H,3H-benzo[e][1,3,4]oxathiazin-6-yl)(2-chloro-5-fluorophenyl)methanone BrC1=C(C(=CC=2NS(COC21)(=O)=O)[N+](=O)[O-])C(=O)C2=C(C=CC(=C2)F)Cl